BrCC=1C=C(C#N)C=CC1Cl 3-(bromomethyl)-4-chlorobenzonitrile